BrC=CC1OC(OC1)=O 4-(2-bromovinyl)-1,3-dioxolane-2-one